N1C(=CC=2C=NC=CC21)CNC(COC2=CC(=NC(=N2)C2=CC=CC=C2)C(=O)NCC2=CC1=C(OC3=C1C=CC=C3)C=C2)=O 6-(2-(((1H-pyrrolo[3,2-c]pyridine-2-yl)methyl)amino)-2-oxoethoxy)-N-(dibenzo[b,d]furan-2-ylmethyl)-2-phenylpyrimidine-4-carboxamide